3-((2-bromo-6-hydroxybenzylidene)amino)-coumarin BrC1=C(C=NC=2C(OC3=CC=CC=C3C2)=O)C(=CC=C1)O